1,2-dimethylhexahydropyrimidine CN1C(NCCC1)C